(R)-tert-butyl (1-(4-bromophenyl)-2-((tert-butyldimethylsilyl)oxy) ethyl)carbamate BrC1=CC=C(C=C1)[C@H](CO[Si](C)(C)C(C)(C)C)NC(OC(C)(C)C)=O